C(C1=CC=CC=C1)N1C(C2(C1=O)CCN(CC2)C(=O)OC(C)(C)C)C tert-butyl 2-benzyl-1-methyl-3-oxo-2,7-diazaspiro[3.5]nonane-7-carboxylate